N[C@H](C(=O)NC1=CC=C(C=C1)C=1C(=[N+](C=CC1C)[O-])C)C1CCC(CC1)C 3-(4-((S)-2-amino-2-((1r,4S)-4-methylcyclohexyl)acetamido)phenyl)-2,4-dimethylpyridine 1-oxide